C(C)C1=NN(C2=C1C(NCC1(CCOCC1)C2)=O)C[C@H](COC(C2=CC(=CC(=C2)C(F)(F)F)F)=O)C 3-Fluoro-5-(trifluoromethyl)benzoic acid [(2R)-3-(3-ethyl-4-oxo-spiro[6,8-dihydro-5H-pyrazolo[4,3-c]azepin-7,4'-tetrahydropyran]-1-yl)-2-methyl-propyl] ester